C1(CC1)C1=C(C(=NO1)C1=C(C=CC=C1)C(F)(F)F)/C=C/C1CC2(CN(C2)C2=CC=C3C=CN=C(C3=C2)OC)C1 (E)-7-(6-(2-(5-Cyclopropyl-3-(2-(trifluoromethyl)phenyl)isoxazol-4-yl)vinyl)-2-azaspiro[3.3]heptan-2-yl)-1-methoxyisochinolin